C(C)(C)N1C(N(CC1)C(C)C)=O 1,3-diisopropyl-2-imidazolidinone